C1(=CC=CC2=CC=CC=C12)C(=O)N1CCN(CC1)C([C@H](CCCCNC(C=C)=O)NC(C1=NC=CC=C1)=O)=O (S)-N-(1-(4-(1-Naphthoyl)piperazin-1-yl)-6-acrylamido-1-oxohexan-2-yl)picolinamide